FC1(CCN(CC1)C(=O)C=1C=C(C(=NC1)NC1=CC=C(C#N)C=C1)F)F 4-((5-(4,4-difluoropiperidine-1-carbonyl)-3-fluoropyridin-2-yl)amino)benzonitrile